C1N(CC2=CC=CC=C12)C(=O)NC1=CC=C(C=C1)C12CCC(CC1)(CC2)C(=O)O 4-(4-(isoindoline-2-carboxamido)phenyl)bicyclo[2.2.2]octane-1-carboxylic acid